SCCSCC (2-mercaptoethylthiomethyl)methane